FN(C(=O)O)F perfluoroaminocarboxylic acid